C1(=CC=CC=C1)N=NC1=CC=C([C@@H](N)C(=O)O)C=C1 D-4-(phenylazo)-phenylglycine